Br[C@@H](C(=O)NC=1SC(=CN1)OC1=CC(=CC(=C1)F)F)C (R)-2-bromo-N-(5-(3,5-difluorophenoxy)thiazol-2-yl)propanamide